Benzyl 2-(1,3-dioxoisoindolin-2-yl)-5-hydroxy-3,3-dimethylpentanoate O=C1N(C(C2=CC=CC=C12)=O)C(C(=O)OCC1=CC=CC=C1)C(CCO)(C)C